1-({3,4-difluoro-2-[(2-fluoro-4-iodophenyl)amino]phenyl}carbonyl)-3-({[(1-methyl-1H-imidazol-4-yl)methyl]amino}methyl)azetidin-3-ol FC=1C(=C(C=CC1F)C(=O)N1CC(C1)(O)CNCC=1N=CN(C1)C)NC1=C(C=C(C=C1)I)F